Aluminum-Titanium-Boron [B].[Ti].[Al]